1-methyldimethoxysilylethyldimethylsilyl-3-(diethylamino)(triethoxysilylpropylamino)methylsilylethyldimethylsilylbenzene C[Si](C(C)C=1C(=C(C(=C(C1)[SiH](C)C)CC[SiH2]CNCCC[Si](OCC)(OCC)OCC)N(CC)CC)[SiH](C)C)(OC)OC